ethyl 4-chlorobenzimidate hydrochloride Cl.ClC1=CC=C(C(OCC)=N)C=C1